FC(OC1=C(C(C(C=2C3=NN=C4C(C3=CC12)=CC1=NN=NN=C14)=C(C#N)C#N)=C(C#N)C#N)OC(F)(F)F)(F)F [bis(trifluoromethoxy)hexaazaindenofluorenediylidene]bis(malononitrile)